Ethyl-2-isopropyl-1H-pyrrole-3-carboxylate C(C)OC(=O)C1=C(NC=C1)C(C)C